ClC1=C(C=CC=C1Cl)N1C(=NC(=CC1=O)N1CCC2(C(C3=CC=CN3C2)=O)CC1)C 1-(1-(2,3-dichlorophenyl)-2-methyl-6-oxo-1,6-dihydropyrimidin-4-yl)-1'H,3'H-spiro[piperidin-4,2'-pyrrolizine]-1'-one